COC=1C=C(C(=O)C2=C3N=CN(C3=NC=N2)[C@H]2[C@H](OC(C)=O)[C@H](OC(C)=O)[C@H](O2)COC(C)=O)C=CC1 6-(3-methoxybenzoyl)-9-(2',3',5'-tri-O-acetyl-beta-D-ribofuranosyl)purine